CN1C(=NN=C1)C1=C(C=CC=C1)C1=CC(=CC(=C1)[N+](=O)[O-])CO (2'-(4-methyl-4H-1,2,4-triazol-3-yl)-5-nitro-[1,1'-biphenyl]-3-yl)methanol